COC(C1=CC=NC(=C1)NC(=O)OC(C)(C)C)=O 6-((tert-butoxycarbonyl)amino)isonicotinic acid methyl ester